2,4-di(t-butyl)-4-methylphenyl phosphite P(OC1=C(CC(C=C1)(C)C(C)(C)C)C(C)(C)C)([O-])[O-]